Methyl 3-[4-[(1-tert-butoxycarbonyl-4-piperidyl)oxy]anilino]-5-methoxy-6-(3-methylimidazo[4,5-c]pyridin-7-yl)pyrazine-2-carboxylate C(C)(C)(C)OC(=O)N1CCC(CC1)OC1=CC=C(NC=2C(=NC(=C(N2)OC)C=2C3=C(C=NC2)N(C=N3)C)C(=O)OC)C=C1